tert-butyl N-[2-[[4-[(6-chloro-3-pyridyl)sulfonimidoyl]benzoyl]amino]-4-(4-fluorophenyl)phenyl]carbamate ClC1=CC=C(C=N1)S(=O)(=N)C1=CC=C(C(=O)NC2=C(C=CC(=C2)C2=CC=C(C=C2)F)NC(OC(C)(C)C)=O)C=C1